CC1=NN=C(O1)C1=CN=C(O1)OC1=CC=C(C=C1)C(C)(C)C1=CC=C(OC2CC(C2)N)C=C1 (1r,3r)-3-(4-(2-(4-((5-(5-methyl-1,3,4-oxadiazol-2-yl)oxazole-2-yl)oxy)phenyl)propan-2-yl)phenoxy)cyclobutylamine